5-chloro-2-[[6-chloro-3-(2,5-dihydro-1H-pyrrol-3-yl)-4-quinolyl]amino]benzoic acid ClC=1C=CC(=C(C(=O)O)C1)NC1=C(C=NC2=CC=C(C=C12)Cl)C=1CNCC1